C[C@@H]1OC2=C(N(C1)C(=O)C=1N=NC=C(C1)N1N=C(N=C1)C(C)C)C=CC=C2C [(2S)-2,3-dihydro-2,8-dimethyl-4H-1,4-benzoxazin-4-yl][5-[3-(1-methylethyl)-1H-1,2,4-triazol-1-yl]-3-pyridazinyl]methanone